3-fluoro-4-(2-hydroxypropan-2-yl)-5-(2-Methyl-1H-benzimidazol-5-yl)benzoate FC=1C=C(C(=O)[O-])C=C(C1C(C)(C)O)C1=CC2=C(NC(=N2)C)C=C1